1-(chloromethyl)-3-((methoxymethyl)sulfonyl)benzene ClCC1=CC(=CC=C1)S(=O)(=O)COC